(R)-N-((2-oxabicyclo[2.1.1]hexane-4-yl)methyl)-4-(5-(5-fluoro-2-methoxypyridin-4-yl)-1H-pyrazole-3-carbonyl)-4-azaspiro[2.5]octane-7-carboxamide C12OCC(C1)(C2)CNC(=O)[C@@H]2CCN(C1(CC1)C2)C(=O)C2=NNC(=C2)C2=CC(=NC=C2F)OC